NC1=C(C(=O)NC)C=C(C=C1)C1=CC2=C(C(=CC=C2C=C1)OC)NCC(=C)C#N 2-amino-5-{8-[(2-cyano-2-methylideneethyl)amino]-7-methoxynaphthalen-2-yl}-N-methylbenzamide